5-chloro-4-methyl-3-nitro-pyridin-2-amine ClC=1C(=C(C(=NC1)N)[N+](=O)[O-])C